(2-chloro-3-nitrophenyl)-1,3-dioxolane ClC1=C(C=CC=C1[N+](=O)[O-])C1OCCO1